ON(N=O)C1=CC=CC=C1 N-hydroxy-N-nitrosophenylamine